C(C)(C)(C)OC(=O)N1[C@@H](C[C@H](C1)O)C(NCC1=CC=C(C=C1)C1=C(N=CS1)C)=O (2S,4R)-4-hydroxy-2-[[4-(4-methylthiazol-5-yl)phenyl]methylcarbamoyl]pyrrolidine-1-carboxylic acid tert-butyl ester